N-phenyl-N'-tolyl-para-phenylenediamine C1(=CC=CC=C1)NC1=CC=C(C=C1)NC1=C(C=CC=C1)C